1-(but-2-yn-1-yl)-N-((1S)-2-((4-(3,5-dimethyl-1H-pyrazol-4-yl)phenyl)amino)-1-(4-methylcyclohexyl)-2-oxoethyl)-1H-pyrazole-5-carboxamide C(C#CC)N1N=CC=C1C(=O)N[C@H](C(=O)NC1=CC=C(C=C1)C=1C(=NNC1C)C)C1CCC(CC1)C